disodium 4,4'-bis(2-sulfonylstyryl)biphenyl S(=O)(=O)=C1C(C=CC2=CC=C(C=C2)C2=CC=C(C=C2)C=CC2C(C=CC=C2)=S(=O)=O)C=CC=C1.[Na].[Na]